O1CCC(CC1)CNC1=NC(=NC=C1C(F)(F)F)NC=1C=CC(=NC1)C(=O)N 5-((4-((tetrahydropyran-4-ylmethyl)amino)-5-trifluoromethylpyrimidin-2-yl)amino)picolinamide